3-(7-methoxy-5-(methylsulfonyl)-1-oxoisoindolin-2-yl)piperidine-2,6-dione COC=1C=C(C=C2CN(C(C12)=O)C1C(NC(CC1)=O)=O)S(=O)(=O)C